2,2-dimethoxy-1,2-oxastannolane CO[Sn]1(OCCC1)OC